6-(2-amino-5-(3-((dimethylamino)methyl)-4-methoxyphenyl)-6-fluoropyridin-3-yl)-7-fluoro-3,4-dihydroisoquinolin-1(2H)-one NC1=NC(=C(C=C1C=1C=C2CCNC(C2=CC1F)=O)C1=CC(=C(C=C1)OC)CN(C)C)F